BrC1=C(C(=CC=C1)C#N)C1=C(C(=NC(=N1)Cl)Cl)C(=O)N (2-bromo-6-cyanophenyl)-2,4-dichloropyrimidine-5-carboxamide